C(=O)(O)C(CC1=CC=C(C(=O)O)C=C1)CCC(=O)NOC(NCC(C)(C)C)=O 4-(2-Carboxy-5-(((neopentylcarbamoyl)oxy)amino)-5-oxopentyl)benzoic acid